methyl 5-azidopyridine-2-carboxylate N(=[N+]=[N-])C=1C=CC(=NC1)C(=O)OC